C(C)(C)(C)CC(C(=O)O[O-])(C)C t-Butylperoxypivalat